1-(5-((1H-imidazol-1-yl)methyl)-6-methoxy-[1,1'-biphenyl]-3-yl)-3-methyl-1H-pyrazol-5(4H)-one N1(C=NC=C1)CC=1C=C(C=C(C1OC)C1=CC=CC=C1)N1N=C(CC1=O)C